BrC1=C(C=CC(=C1)C=1OC(=NN1)S)NNC(=S)N (2-bromo-4-(5-mercapto-1,3,4-oxadiazole-2-yl)phenyl)thiosemicarbazide